trans-4-(3,4-dihydroisoquinolin-2(1H)-yl)-1-(6-(3-(trifluoromethyl)phenoxy)pyrimidin-4-yl)piperidin-3-ol benzyl-(2R)-3-(4-tert-butylphenyl)-2-hydroxypropionate C(C1=CC=CC=C1)[C@](C(=O)O[C@@H]1CN(CC[C@H]1N1CC2=CC=CC=C2CC1)C1=NC=NC(=C1)OC1=CC(=CC=C1)C(F)(F)F)(CC1=CC=C(C=C1)C(C)(C)C)O